COP(OC)(=O)CCC Dimethyl-propanphosphonat